isononene CCCCCCCC=C